OCC1=CC=C2CN(C(C2=C1OCCOC)=O)C1C(NC(CC1)=O)=O 3-(6-(hydroxymethyl)-7-(2-methoxyethoxy)-1-oxoisoindolin-2-yl)piperidine-2,6-dione